ClC1=CC(=NC=C1Cl)NC1=C(C=C(C=C1)C(C(=O)N)=C)C=1N=CN(C1)C (4-((4,5-dichloropyridin-2-yl)amino)-3-(1-methyl-1H-imidazol-4-yl)phenyl)acrylamide